tert-Butyl 2-[1-[2-(1-methylindazol-5-yl)-4-oxo-6-(trifluoromethyl)chromen-8-yl]ethylamino]benzoate CN1N=CC2=CC(=CC=C12)C=1OC2=C(C=C(C=C2C(C1)=O)C(F)(F)F)C(C)NC1=C(C(=O)OC(C)(C)C)C=CC=C1